2-ethylprop-2-en C(C)C(C)=C